C(C)OC1=NC=CC=C1C1=CC(=C2C(=N1)C(=NN2C(C)C)C)NCC2=NC(=CC=C2)OC 5-(2-ethoxy-3-pyridyl)-1-isopropyl-N-[(6-methoxy-2-pyridyl)methyl]-3-methyl-pyrazolo[4,3-b]pyridin-7-amine